2-((((1r,3r)-3-(5,7-Difluoro-2-(4-fluorophenyl)-1H-indol-3-yl)cyclobutyl)methyl)amino)acetamide FC=1C=C2C(=C(NC2=C(C1)F)C1=CC=C(C=C1)F)C1CC(C1)CNCC(=O)N